2-allyl-1-(6-(2-hydroxypropan-2-yl)pyridin-2-yl)-6-((4-(4-methylpiperazin-1-yl)phenyl)-amino)-1H-pyrazolo[3,4-d]pyrimidin-3(2H)-one C(C=C)N1N(C2=NC(=NC=C2C1=O)NC1=CC=C(C=C1)N1CCN(CC1)C)C1=NC(=CC=C1)C(C)(C)O